N-methoxy-2-(1-(2-(2-methoxyphenyl)-2-((tetrahydro-2H-pyran-4-yl)oxy)ethyl)-5-methyl-6-(oxazol-2-yl)-2,4-dioxo-1,2-dihydrothieno[2,3-d]pyrimidin-3(4H)-yl)-2-methylpropanamide CONC(C(C)(C)N1C(N(C2=C(C1=O)C(=C(S2)C=2OC=CN2)C)CC(OC2CCOCC2)C2=C(C=CC=C2)OC)=O)=O